6-(benzyloxy)-1-(4-(4,4-dimethylpiperidin-1-yl)phenyl)-5,7-difluoro-2-methyl-1H-indazol-3(2H)-one C(C1=CC=CC=C1)OC1=C(C=C2C(N(N(C2=C1F)C1=CC=C(C=C1)N1CCC(CC1)(C)C)C)=O)F